(S)-1-(3,5-difluorophenyl)-3-(isoquinolin-4-yl)-2-oxoimidazolidine-4-carbonitrile FC=1C=C(C=C(C1)F)N1C(N([C@@H](C1)C#N)C1=CN=CC2=CC=CC=C12)=O